FC(S(=O)(=O)OC=1CC2(COC2)CC1)(F)F 2-oxaspiro[3.4]oct-6-en-6-yl trifluoromethanesulfonate